2,2,4,10,10,12-hexamethyl-1,7,9,15-tetraoxa-4,12-diaza-8-stannaspiro[7.7]pentadecane CC1(O[Sn]2(OCCN(C1)C)OC(CN(CCO2)C)(C)C)C